(1R,2S,3R,4R,6R)-N-(3,4-dichlorophenyl)-6-fluoro-3-(2-methylpyridine-4-Yl)-7-oxabicyclo[2.2.1]Heptane-2-carboxamide ClC=1C=C(C=CC1Cl)NC(=O)[C@@H]1[C@@H]2[C@@H](C[C@H]([C@H]1C1=CC(=NC=C1)C)O2)F